C(C)(C)(C)OC(=O)N1C[C@@H](CCC1)C(NC1=NN(C2=CC=C(C=C12)C1=C(C=C(C=C1)N)Cl)C(C1=CC=CC=C1)(C1=CC=CC=C1)C1=CC=CC=C1)=O (3R)-3-{[5-(4-amino-2-chlorophenyl)-1-trityl-1H-indazol-3-yl]carbamoyl}piperidine-1-carboxylic acid tert-butyl ester